FC(OC1=NC=CC=C1C1=CN(C2=NC(=CC=C21)NC(=O)[C@H]2[C@H](C2)F)COCC[Si](C)(C)C)F (1S,2S)-N-[3-[2-(difluoromethoxy)pyridin-3-yl]-1-[[2-(trimethylsilyl)ethoxy]methyl]pyrrolo[2,3-b]pyridin-6-yl]-2-fluorocyclopropane-1-carboxamide